C(C)(C)(C)N(C(O)=O)[C@@H](C)CC(=O)N(C)OC.C1(=CC=CC=C1)C=1C(NC=CC1)=O phenyl-pyridone tert-butyl-(S)-(4-(methoxy(methyl)amino)-4-oxobutan-2-yl)carbamate